C(=O)C1=CC=C(OCCCNC(OC(C)(C)C)=O)C=C1 tert-butyl (3-(4-formylphenoxy)propyl)carbamate